pyridine-1-ium iodide [I-].[NH+]1=CC=CC=C1